C(=O)([O-])[C@@H]1NCCC1 (2R)-2-carboxylatopyrrolidin